(R)-2-((2S,5R)-2-(4-((tert-butoxycarbonylamino)methyl)phenyl-carbamoyl)-3-methyl-7-oxo-1,6-diazabicyclo[3.2.1]Oct-3-en-6-yloxy)-2-fluoroacetic acid ethyl ester C(C)OC([C@@H](F)ON1[C@@H]2C=C([C@H](N(C1=O)C2)C(NC2=CC=C(C=C2)CNC(=O)OC(C)(C)C)=O)C)=O